disodium 2,2'-(thiocarbonylbisthio)dipropanoate C(=S)(SC(C(=O)[O-])C)SC(C(=O)[O-])C.[Na+].[Na+]